2-(Aminomethyl)-1,3-benzothiazole-4-carboxamide NCC=1SC=2C(N1)=C(C=CC2)C(=O)N